1,1'-(butane-1,4-diyl)bis(N-(4-ethylphenyl)-3-(pyridin-4-yl)-1H-pyrazole-5-carboxamide) C(CCCN1N=C(C=C1C(=O)NC1=CC=C(C=C1)CC)C1=CC=NC=C1)N1N=C(C=C1C(=O)NC1=CC=C(C=C1)CC)C1=CC=NC=C1